CC1=CC=C(C=C1)S(=O)(=O)OCC=1C=NC(=CC1)C (6-methylpyridin-3-yl)methyl 4-methylbenzenesulfonate